COC=1C=C(C=CC1OC)CC(=O)N[C@@H](CC1=CC=C(C=C1)NS(=O)(=O)O)C=1SC=C(N1)CC (S)-4-(2-(2-(3,4-dimethoxyphenyl)acetylamino)-2-(4-ethylthiazol-2-yl)ethyl)-phenylaminosulfonic acid